C(CCC)OC(C)OCC=CC1(CC(CCC1)C(C)C)O 1-(3-(1-butoxyethoxy)prop-1-en-1-yl)-3-isopropylcyclohexan-1-ol